ClC=1C=C2C(=NC(=NC2=C(C1C1=CC=CC2=C1N=C(S2)N)F)OC[C@H]2N(CCC2)C)N2CCC(CCC2)(F)F 4-(6-chloro-4-(4,4-difluoro-azepan-1-yl)-8-fluoro-2-(((S)-1-methylpyrrolidin-2-yl)methoxy)quinazolin-7-yl)-benzo[d]thiazol-2-amine